ClC1=NC=C(C(=C1)C1=C(C=NC(=C1)C)C(=O)NC=1SC(=NN1)OC1CCC(CC1)[C@H](C)O)OC 2'-chloro-N-(5-(((1S,4r)-4-((S)-1-hydroxyethyl)cyclohexyl)oxy)-1,3,4-thiadiazol-2-yl)-5'-methoxy-6-methyl-(4,4'-bipyridine)-3-carboxamide